N1(CCC1)C=1C=NC(=NC1)N1C=C(C=C1C)C(=O)NC1=CC(=CC(=C1)NS(=O)(=O)C)Cl 1-(5-(azetidin-1-yl)pyrimidin-2-yl)-N-(3-chloro-5-(methylsulfonamido)phenyl)-5-methyl-1H-pyrrole-3-carboxamide